C(CCC(=O)OCC)(=O)OC=1C=CC2=C(C1)OC(C=1C2N2N(CC1)C(N(C2=O)C2=CC=C(C=C2)C(C)=O)=O)(C)C 2-(4-acetylphenyl)-7,7-dimethyl-1,3-dioxo-2,3,5,12b-tetrahydro-1H,7H-chromeno[4,3-c][1,2,4]triazolo[1,2-a]pyridazin-10-yl ethyl succinate